ClC1=CC=C(C=C1)C1CC(OC(C1)=O)=O 4-(4-chlorophenyl)dihydro-2H-pyran-2,6(3H)-dione